(5-(3-(2-(phenylamino)-[1,2,4]triazolo[1,5-a]pyridin-5-yl)phenyl)furan-2-yl)phosphonic acid C1(=CC=CC=C1)NC1=NN2C(C=CC=C2C=2C=C(C=CC2)C2=CC=C(O2)P(O)(O)=O)=N1